4-methylhexahydrophthalic acid CC1CC(C(C(=O)O)CC1)C(=O)O